C/C(/C(=O)O)=C\COCCOCCN.C(=O)(O)C(CCCCNC(=O)NC1=CC=C(C=C1)OCC#C)NC(=O)N[C@@H](CCC(=O)O)C(=O)O ((1-carboxy-5-(3-(4-(prop-2-yn-1-yloxy)phenyl)ureido)pentyl)carbamoyl)glutamic acid methyl-(E)-4-[2-(2-aminoethoxy)ethoxy]but-2-enoate